CNS(OC[C@@H]1OC(O[C@H]1C1=C(C=CC=C1)NC)(C)C)(=O)=O ((4S,5S)-5-(2-methylaminophenyl)-2,2-dimethyl-1,3-dioxolan-4-yl)methyl methylsulfamate